ClC=1C(=C(C=CC1F)[C@H](NC(=O)N1[C@@H](C(NCC1)=O)C)C1=CN=C(S1)C(F)(F)F)F (2R)-N-((S)-(3-chloro-2,4-difluorophenyl)(2-(trifluoromethyl)thiazol-5-yl)methyl)-2-methyl-3-oxopiperazine-1-carboxamide